(1S,2S)-2-(ethoxymethyl)Cyclopropanecarboxylic acid tert-butyl ester C(C)(C)(C)OC(=O)[C@@H]1[C@H](C1)COCC